6-Chloro-N-[3-(2-methoxyphenyl)-1-methyl-1H-pyrazol-5-yl]quinoline-7-carboxamide ClC=1C=C2C=CC=NC2=CC1C(=O)NC1=CC(=NN1C)C1=C(C=CC=C1)OC